FC(C(=O)C(F)(F)F)(F)F hexafluoroacetone